(2-cyclohexylethyl)(methoxy)amine C1(CCCCC1)CCNOC